5-bromo-2-(difluoro(2-(3-fluorophenyl)oxiran-2-yl)methyl)pyridine BrC=1C=CC(=NC1)C(C1(OC1)C1=CC(=CC=C1)F)(F)F